C[Si](C1=CC=C(C=C1)B(O)O)(C)C 4-TRIMETHYLSILYLPHENYLBORONIC ACID